2-(4-{[(2R,6S)-2,6-dimethyloxan-4-yl]oxy}piperidin-1-yl)-3-fluoroaniline C[C@H]1O[C@H](CC(C1)OC1CCN(CC1)C1=C(N)C=CC=C1F)C